OCCN(CCCCCCCC(=O)OC(CCCCCCCF)CCCCCCCC)CCCCCC(=O)OCCCCCCC(C)C 1-fluorohexadecan-8-yl 8-((2-hydroxyethyl)(6-((7-methyloctyl)oxy)-6-oxohexyl)amino)octanoate